2,6-Dimethoxy-4-methylphenol COC1=C(C(=CC(=C1)C)OC)O